2-(4-chloro-2-methoxyphenyl)-2-((3-methoxy-5-(methylsulfonyl)phenyl)imino)-1-(5-(trifluoromethoxy)-1H-indol-3-yl)ethanone ClC1=CC(=C(C=C1)C(C(=O)C1=CNC2=CC=C(C=C12)OC(F)(F)F)=NC1=CC(=CC(=C1)S(=O)(=O)C)OC)OC